(R)-1-(3,3-difluoro-4-((6-fluoro-5-(4-fluoro-1-(2-fluoroethyl)-1H-benzo[d]imidazol-6-yl)-4-methoxypyrrolo[2,1-f][1,2,4]triazin-2-yl)amino)piperidin-1-yl)-2-hydroxyethan-1-one FC1(CN(CC[C@H]1NC1=NN2C(C(=N1)OC)=C(C(=C2)F)C=2C=C(C1=C(N(C=N1)CCF)C2)F)C(CO)=O)F